CC1=CC(C(=NN1C1=CC=CC=C1)C(=O)NC1C(N(C2=C(OC1)C=CC(=C2)N2CC1(C2)CCOCC1)C)=O)=O 6-methyl-N-(5-methyl-4-oxo-7-(7-oxa-2-azaspiro-[3.5]nonan-2-yl)-2,3,4,5-tetrahydrobenzo[b][1,4]-oxazepin-3-yl)-4-oxo-1-phenyl-1,4-dihydropyridazine-3-carboxamide